(+/-)-3-(4-(2-hydroxyethoxy)phenyl)acrylic acid OCCOC1=CC=C(C=C1)C=CC(=O)O